COC(CC=1C=NC(=CC1)C=O)=O 2-(6-formylpyridin-3-yl)acetic acid methyl ester